ClC(=C(F)Cl)F dichloro-1,2-difluoroethene